O[C@H](COC=1C=C(C=CC1)S(=O)(=O)NC)CNC1COC2(C1)CCN(CC2)S(=O)(=O)C2=CC=C(C=C2)C2=NC=CC=C2 3-((2S)-2-hydroxy-3-(8-(4-(pyridin-2-yl)phenylsulfonyl)-1-oxa-8-azaspiro[4.5]decan-3-ylamino)propoxy)-N-methylbenzenesulfonamide